CN(CC(=O)O)C(C(CC)C)=O methyl-N-α-methylbutyryl-glycine